C1(=CC=CC=C1)P(OC)(OC)=O Dimethyl phenylphosphonate